FC1(CC(C1)CN1N=C(C=C1C(F)(F)F)NC(C1=C(C=C(C=C1)NS(=O)(=O)CCO)N1CCC2(CC2)CC1)=O)F N-(1-((3,3-difluorocyclobutyl)methyl)-5-(trifluoromethyl)-1H-pyrazol-3-yl)-4-((2-hydroxyethyl)sulphonamido)-2-(6-azaspiro[2.5]oct-6-yl)benzamide